3,3'-sulfonylbis(5-bromopyridine) S(=O)(=O)(C=1C=NC=C(C1)Br)C=1C=NC=C(C1)Br